BrC1=CC(=C(CC2=NC3=C(N2CCOC)C=C(C=C3)C(=O)OC)C=C1)CO Methyl 2-(4-bromo-2-(hydroxymethyl)-benzyl)-1-(2-methoxyethyl)-1H-benzo[d]imidazole-6-carboxylate